2,6-di-tert-butyl-4-(naphthalen-1-ylmethylene)cyclohexa-2,5-dien-1-one C(C)(C)(C)C=1C(C(=CC(C1)=CC1=CC=CC2=CC=CC=C12)C(C)(C)C)=O